FC=1C(=CC(=NC1)OC)C1=NNC(=C1)C(=O)N1C2(CC2)C[C@H](CC1)C(=O)NC[C@@H]1CC=2N(CC1)C=NC2 (S)-4-(3-(5-fluoro-2-methoxypyridin-4-yl)-1H-pyrazole-5-carbonyl)-N-(((S)-5,6,7,8-tetrahydroimidazo[1,5-a]pyridin-7-yl)methyl)-4-azaspiro[2.5]octane-7-carboxamide